4-(5-(2-(cyclohexylamino)-5-(N-methylaminosulfonyl)phenyl)-2H-tetrazol-2-yl)piperidine-1-carboxylic acid tert-butyl ester C(C)(C)(C)OC(=O)N1CCC(CC1)N1N=C(N=N1)C1=C(C=CC(=C1)S(=O)(=O)NC)NC1CCCCC1